2-fluorometa-xylene FC1=C(C=CC=C1C)C